N-{(1r,6s)-2,2-difluoro-6-[4-(propan-2-yl)piperazin-1-yl]cyclohexyl}-3-azabicyclo[4.2.0]octane-3-carboxamide FC1([C@@H]([C@H](CCC1)N1CCN(CC1)C(C)C)NC(=O)N1CC2CCC2CC1)F